SCC(S)CS trithioglycerin